2-(5-fluoro-2-methoxypyridin-4-yl)propionic acid-3,3,3-d3 FC=1C(=CC(=NC1)OC)C(C(=O)O)C([2H])([2H])[2H]